BrC1=CC=C(OC[C@@H]2COC[C@@H](O2)C)C=C1 (2s,6s)-6-((4-bromophenoxy)methyl)-2-methyl-1,4-dioxane